(Dimethylamino)pyrrolidin CN(C)N1CCCC1